(4-{4-amino-7-[1-(2-methoxyethyl)piperidin-4-yl]pyrrolo[2,1-f][1,2,4]triazin-5-yl}phenyl)-1-(4-fluorophenyl)-2-oxo-1,2-dihydropyridine-3-carboxamide NC1=NC=NN2C1=C(C=C2C2CCN(CC2)CCOC)C2=CC=C(C=C2)C2=C(C(N(C=C2)C2=CC=C(C=C2)F)=O)C(=O)N